FC(C1CC2(CN(C2)C(=O)C2CC(C2)(C)O)C1)(C1=CC=C2C(=N1)N(C=C2)C)F (6-(Difluoro(1-methyl-1H-pyrrolo[2,3-b]pyridin-6-yl)methyl)-2-azaspiro[3.3]heptan-2-yl)((1s,3s)-3-hydroxy-3-methylcyclobutyl)methanone